6,6'-dicarboxy-3,3,3',3'-tetramethyl-1,1'-spirobiindane C(=O)(O)C1=CC=C2C(CC3(C2=C1)CC(C1=CC=C(C=C13)C(=O)O)(C)C)(C)C